NC1=NC=CC(=N1)O[C@@H]1CN(CC1)CC(=O)NC=1C=CC=C2C(=CNC12)C1=NC(=NC=C1C)NC1=NN(C(=C1)C)C (S)-2-(3-((2-aminopyrimidin-4-yl)oxy)pyrrolidin-1-yl)-N-(3-(2-((1,5-dimethyl-1H-pyrazol-3-yl)amino)-5-methylpyrimidin-4-yl)-1H-indol-7-yl)acetamide